2-(4-(2-((4-(2,3-dihydrobenzo[b][1,4]dioxin-6-yl)thiazol-2-yl)amino)-2-oxoethyl)phenoxy)nicotinamide O1C2=C(OCC1)C=C(C=C2)C=2N=C(SC2)NC(CC2=CC=C(OC1=C(C(=O)N)C=CC=N1)C=C2)=O